6-allyloxy-3-[4-[[tert-butyl(dimethyl)silyl]oxymethyl]triazol-1-yl]-1,6-diazabicyclo[3.2.1]oct-3-en-7-one C(C=C)ON1C2C=C(CN(C1=O)C2)N2N=NC(=C2)CO[Si](C)(C)C(C)(C)C